C(C)(C)(C)OC(=O)N1C[C@H]2[C@@H](CC1)C(NC2)=O cis-1-oxooctahydro-5H-pyrrolo[3,4-c]pyridine-5-carboxylic acid tert-butyl ester